C(CCC(=O)O)CC(=O)C(=O)O The molecule is an oxo dicarboxylic acid that is pimelic acid carrying a single oxo substituent at position 2. It derives from a pimelic acid. It is a conjugate acid of a 2-oxopimelate(2-).